2-((7-(3-cyclohexyl-2-methylpropionyl)-7-azaspiro[4.5]decan-10-yl)methyl)-N,N-dimethyl-1-oxoisoindoline-4-carboxamide C1(CCCCC1)CC(C(=O)N1CC2(CCCC2)C(CC1)CN1C(C=2C=CC=C(C2C1)C(=O)N(C)C)=O)C